N[C@@]1(CN(CC1)C1=C(C=NC(=C1C1=CC=CC=2OC(OC21)(F)F)OC)C(=O)N[C@H](C(F)(F)F)C)C 4-[(3S)-3-amino-3-methylpyrrolidin-1-yl]-5-(2,2-difluoro-2H-1,3-benzodioxol-4-yl)-6-methoxy-N-[(2S)-1,1,1-trifluoropropan-2-yl]pyridine-3-carboxamide